ClC=1N=CC2=CC(=C(C=C2C1)NCC1=CC=C(C=C1)OC)C=1C(=CC(=NC1)C(CC)=O)C 1-(5-(3-chloro-6-((4-methoxybenzyl)amino)isoquinolin-7-yl)-4-methylpyridin-2-yl)propan-1-one